O1CCN(CCC1)CCN 2-(1,4-oxaazepan-4-yl)ethylamine